C(C)(C)(C)[Si](OCC(C)(C(N)=O)NC(=O)C=1N(N=C2C=CC(=CC12)OCC1COC1)C)(C)C 2-methyl-5-(oxetan-3-ylmethoxy)-2H-indazole-3-carboxylic acid [2-(tert-butyl-dimethyl-silanyloxy)-1-carbamoyl-1-methyl-ethyl]-amide